ClC1=C(C(=O)NC2=C(C(=CC=C2C)OC)C)C=CC(=N1)Cl 2,6-Dichloro-N-(3-methoxy-2,6-dimethylphenyl)nicotinamide